C1(CCC1)NS(=O)(=O)C1=CC(=NC=C1O)OC1=C(C(=C(C(=C1Cl)[2H])N1N=C(C(NC1=O)=O)C(F)F)[2H])Cl N-cyclobutyl-2-(2,6-dichloro-4-(6-(difluoromethyl)-3,5-dioxo-4,5-dihydro-1,2,4-triazin-2(3H)-yl)phenoxy-3,5-d2)-5-hydroxypyridine-4-sulfonamide